[14C]-caffeine N1([14CH3])C(=O)N(C)C=2N=CN(C)C2C1=O